tributyl-(1-ethoxyethenyl)stannane C(CCC)[Sn](C(=C)OCC)(CCCC)CCCC